acryloxyethoxypropyloxypropylbis(trimethylsiloxy)methylsilane C(C=C)(=O)OCCOCCCOCCC[SiH2]C(O[Si](C)(C)C)O[Si](C)(C)C